ClC1=CC=C(C=C1)NC(NC(NCCCCCCNC(NC(N)=N)=N)=N)=NC1=CC=C(C=C1)Cl N,N''-bis(4-chlorophenyl)-3,12-diimino-2,4,11,13-tetraaza-tetradecanediimidamide